3,5-dihydropyridine N=1CCCCC1